2-[3-[(1S,2R)-1,2-difluoro-1-(4-methyl-4H-1,2,4-triazol-3-yl)propan-2-yl]phenyl]-4-(trifluoromethyl)-2,3-dihydro-1H-isoindol-1-one F[C@H]([C@](C)(F)C=1C=C(C=CC1)N1C(C2=CC=CC(=C2C1)C(F)(F)F)=O)C1=NN=CN1C